C(C)(C)(C)OC(=O)N[C@H]([C@@H]1CO1)CC1=CC=CC=C1 (2R,3S)-1,2-epoxy-3-tert-butoxycarbonylamino-4-phenylbutane